C(C)(C)(C)C1=CC=C(C(=O)NC=2N=C3N(C=C(C=C3)N3C=NC=C3)C2)C=C1 4-Tert-Butyl-N-[6-(1h-Imidazol-1-Yl)imidazo[1,2-A]pyridin-2-Yl]benzamide